C(C)OCCOCCOC1=CC=C(C=N1)C1=NC(=C2C(=N1)N(N=C2)C2=CC(=CC=C2)F)NC(=O)C=2SC(=CC2)[N+](=O)[O-] N-(6-(6-(2-(2-ethoxyethoxy)ethoxy)pyridin-3-yl)-1-(3-fluorophenyl)-1H-pyrazolo[3,4-d]pyrimidin-4-yl)-5-nitrothiophene-2-carboxamide